C1CC12CCN(CC2)C=2C=1N(C3=CC=C(C=C3N2)C(=O)O)N=CN1 4-(6-azaspiro[2.5]octan-6-yl)-[1,2,4]triazolo[1,5-a]quinoxaline-7-carboxylic acid